4-phenyl-4H-(1,2,4)triazole-3,5-dithiol C1(=CC=CC=C1)N1C(=NN=C1S)S